C(OC1=CC=CC=C1)(OC(C(F)(F)F)C=1C=NC=C(C1)C1=CN=C(N=N1)N[C@H](C)C1=CC=C(C=C1)F)=S O-phenyl O-(2,2,2-trifluoro-1-(5-(3-(((R)-1-(4-fluorophenyl)ethyl)amino)-1,2,4-triazin-6-yl)pyridin-3-yl)ethyl) carbonothioate